C(C1=CC=CC=C1)N1C(C(CC2=CC(=CC=C12)[N+](=O)[O-])C(=O)OC)=O methyl 1-benzyl-6-nitro-2-oxo-1,2,3,4-tetrahydroquinoline-3-carboxylate